1,3,7-tris(trideuteriomethyl)purine-2,6-dione [2H]C(N1C(N(C=2N=CN(C2C1=O)C([2H])([2H])[2H])C([2H])([2H])[2H])=O)([2H])[2H]